COC1=CC=C(C=C1)C(CSC1=NN=C2N1C(=CC(N2)=O)CCC)=O 3-{[2-(4-methoxyphenyl)-2-oxoethyl]sulfanyl}-5-propyl-[1,2,4]triazolo[4,3-a]pyrimidin-7(8H)-one